COC=1C=C(C=CC1OC)[C@@H](C=C)O |r| rac-1-(3,4-dimethoxyphenyl)prop-2-en-1-ol